4'-(9-fluorenylidene)biphenol C1=CC=CC=2C3=CC=CC=C3C(C12)=C1CC(=C(C=C1)O)C=1C(=CC=CC1)O